5-p-methoxyphenyl-2-mercapto-1,3,4-oxadiazole COC1=CC=C(C=C1)C1=NN=C(O1)S